OC(COC=1C(SC(C1C)=O)C)CN1N=NC(=C1)COC1=CC=C(C=C1)\C=C\C(=O)C1=CC=C(C=C1)OC 3-[2-Hydroxy-3-[4-[[4-[(E)-3-(4-methoxyphenyl)-3-oxoprop-1-enyl]phenoxy]methyl]triazol-1-yl]propoxy]-2,4-dimethyl-2H-thiophen-5-one